ClC1=CC=CC(=N1)OCC(COC1=CC(=NC=C1)C#CC1=CN=C(C2=CN=C(C=C12)N)NC)(C)C 4-((4-(3-((6-chloropyridin-2-yl)oxy)-2,2-dimethylpropoxy)pyridin-2-yl)ethynyl)-N1-methyl-2,7-naphthyridine-1,6-diamine